BrC=1C(=NN(C1)C)NC1=C(N=C(S1)I)C(=O)OCC Ethyl 5-((4-bromo-1-methyl-1H-pyrazol-3-yl)amino)-2-iodothiazole-4-carboxylate